ClC=1C=CC2=C(N(C3=C(N(C2=O)C)C=CC=C3)CCCCN(C(OC(C)(C)C)=O)C)C1 tert-butyl [4-(3-chloro-10-methyl-11-oxo-10,11-dihydro-5H-dibenzo[b,e][1,4]diazepin-5-yl)butyl]methylcarbamate